C(C)(C)(C)OC(=O)N1C(N([C@@H](C1)C(N(C)C1=C(C(=C(C=C1)F)Cl)F)=O)C=1N=NC(=C(C1)C(F)(F)F)C#CC)=O (S)-4-((3-chloro-2,4-difluorophenyl)(methyl)carbamoyl)-2-oxo-3-(6-(prop-1-yn-1-yl)-5-(trifluoromethyl)pyridazin-3-yl)imidazolidine-1-carboxylic acid tert-butyl ester